ClC(C1OC=NN1C=CC1=CC=C(C=C1)OCCCC)(Cl)Cl 2-trichloromethyl-3-(p-butoxystyryl)-1,3,4-oxadiazole